ClC=1C=C(C=CC1)[C@H](C(=O)N1CC2=C(CCC1)N=C(NC2=O)C2(CC2)C=2SC=C(C2)C2=CC=CC=C2)O (R)-6-(2-(3-chlorophenyl)-2-hydroxyacetyl)-2-(1-(4-phenylthiophen-2-yl)cyclopropyl)-3,5,6,7,8,9-hexahydro-4H-pyrimido[5,4-c]azepin-4-one